CC1=NC(=CC(=C1)C[C@H](NC(=O)OCC1C2=CC=CC=C2C=2C=CC=CC12)C(=O)O)C 3-(2,6-dimethylpyridin-4-yl)-N-{[(9H-fluoren-9-yl)methoxy]carbonyl}-L-alanine